2-methyl-4-(piperazin-1-yl)indazole-7-carboxamide CN1N=C2C(=CC=C(C2=C1)N1CCNCC1)C(=O)N